N1=C(C=CC=C1)C1=CC=C2C(=N1)C(=CS2)C2=CC=NC=C2 5-(pyridin-2-yl)-3-(pyridin-4-yl)thieno[3,2-b]pyridine